4'-methyl-4-(4-vinylcyclohex-1-enyl)biphenyl CC1=CC=C(C=C1)C1=CC=C(C=C1)C1=CCC(CC1)C=C